COC[C@H](C(N[C@@H](CCC1=CC=CC=C1)B1OC(C(O1)(C)C)(C)C)=O)NC(OC(C)(C)C)=O tert-butyl ((R)-3-methoxy-1-oxo-1-(((R)-3-phenyl-1-(4,4,5,5-tetramethyl-1,3,2-dioxaborolan-2-yl)propyl)amino)propan-2-yl)carbamate